7-bromo-3-((3-((1-((2,2-dimethyl-1,3-dioxol-4-yl)methyl)piperidin-4-yl)oxy)-3-oxopropyl)amino)benzo[e][1,2,4]triazine-1,4-dioxide BrC1=CC2=C([N+](=C(N=[N+]2[O-])NCCC(=O)OC2CCN(CC2)CC=2OC(OC2)(C)C)[O-])C=C1